5-(bromomethyl)-3-(naphthalen-1-yl)-1-phenyl-1H-pyrazole BrCC1=CC(=NN1C1=CC=CC=C1)C1=CC=CC2=CC=CC=C12